3-hydroxy-2-(4-(N-methylsulfonylamino)phenyl)propionamide OCC(C(=O)N)C1=CC=C(C=C1)NS(=O)(=O)C